(R)-1-(2-chloropyridin-3-yl)ethyl (1-methyl-4-(2-oxo-3-phenyl-2,3-dihydro-1H-pyrido[2,3-b][1,4]oxazin-6-yl)-1H-1,2,3-triazol-5-yl)carbamate CN1N=NC(=C1NC(O[C@H](C)C=1C(=NC=CC1)Cl)=O)C=1C=CC2=C(OC(C(N2)=O)C2=CC=CC=C2)N1